S1C(=CC=C1)S(=O)(=O)N1C2CNC(C1)C2 2-(thiophene-2-ylsulfonyl)-2,5-diazabicyclo[2.2.1]heptane